(R)-5-(4-{4-[5-(4-chlorophenyl)-1H-pyrazol-3-yl]piperidine-1-carbonyl}phenyl)-5-methylimidazolidine-2,4-dione ClC1=CC=C(C=C1)C1=CC(=NN1)C1CCN(CC1)C(=O)C1=CC=C(C=C1)[C@@]1(C(NC(N1)=O)=O)C